C(C)(C)(C)CN(C(=O)OC(CCCC)C=1NC2=CC=C(C=C2C1)F)C1=CC(=NC=2N1N=CC2C(N[C@@H](COCC2=CC(=C(C=C2)F)N)C)=O)Cl 1-(5-fluoro-1H-indol-2-yl)pentan-1-ol tert-butyl-N-[3-[[(1R)-2-[(3-amino-4-fluoro-phenyl)methoxy]-1-methyl-ethyl]carbamoyl]-5-chloro-pyrazolo[1,5-a]pyrimidin-7-yl]-N-methyl-carbamate